Cl.C(=O)(OCC1C2=CC=CC=C2C2=CC=CC=C12)N[C@@H](CCCCN)C(=O)O fmoc-lysine hydrochloride